NC(C(=O)O)CCCCN 2,6-diaminohexanoic acid